2,2':6',2''-terpyridyl ruthenium (II) [Ru+2].N1=C(C=CC=C1)C1=NC(=CC=C1)C1=NC=CC=C1